FC(C(=O)N[C@@H](C)C1=CC=C(C=C1)C(CCOC)O)(F)F 2,2,2-Trifluoro-N-[(1S)-1-[4-(1-hydroxy-3-methoxy-propyl)phenyl]ethyl]acetamide